ClC=1C(=NC=C(C1)C(F)(F)F)C(=O)NC1=C(C=CC=C1C(=O)NN=CC=1SC=CC1)C 3-chloro-N-(2-methyl-6-(2-(thien-2-ylmethylene)hydrazine-1-carbonyl)phenyl)-5-(trifluoromethyl)picolinamide